(S)-N-(5-chloro-6-(2H-1,2,3-triazol-2-yl)pyridin-3-yl)-1-(2-(tetrahydrofuran-2-yl)quinolin-5-yl)-5-(trifluoromethyl)-1H-pyrazole-4-carboxamide ClC=1C=C(C=NC1N1N=CC=N1)NC(=O)C=1C=NN(C1C(F)(F)F)C1=C2C=CC(=NC2=CC=C1)[C@H]1OCCC1